C(#C)C1=C(C=C(C=C1OCC(=O)[O-])OCC(=O)[O-])OCC(=O)[O-] [4-(ethynyl)benzene-1,3,5-triyl]-tris(oxy)triacetate